7-cyclopentyl-N,N-dimethyl-2-((5-((1R,6S)-9-methyl-4-oxo-3,9-diazabicyclo[4.2.1]nonan-3-yl)pyridin-2-yl)amino)-7H-pyrrolo[2,3-d]pyrimidine-6-carboxamide C1(CCCC1)N1C(=CC2=C1N=C(N=C2)NC2=NC=C(C=C2)N2C[C@H]1CC[C@@H](CC2=O)N1C)C(=O)N(C)C